2'-fluoro-p-methoxyacetophenone FC1=C(C=CC(=C1)OC)C(C)=O